C(C)(=O)C=1C=C(C=2N(C1)C(=CN2)C(C)C)NC2CCN(CC2)C[C@@H]2CN(CCO2)C(=O)OCCCC butyl (2R)-2-[[4-[(6-acetyl-3-isopropyl-imidazo[1,2-a]pyridin-8-yl)amino]-1-piperidyl]methyl]morpholine-4-carboxylate